4-[3-[2,6-Dichloro-4-[1-(Oxacyclohexan-2-yl)pyrazol-4-yl]benzoyl]-2,4-dihydro-1,3-benzoxazin-8-yl]-2-morpholin-4-ylbenzoic acid methyl ester COC(C1=C(C=C(C=C1)C1=CC=CC=2CN(COC21)C(C2=C(C=C(C=C2Cl)C=2C=NN(C2)C2OCCCC2)Cl)=O)N2CCOCC2)=O